BrC1=CC(=C(C=C1)F)C(F)F 4-bromo-2-(difluoromethyl)-1-fluoro-benzene